6-[[5-[3-[3-[2-[2-[2-[2-(2,4-dinitroanilino)ethoxy]ethoxy]ethoxy]ethoxy]propanoylamino]propylcarbamoyl]-1-naphthyl]oxy]pyridine-3-carboxylic acid [N+](=O)([O-])C1=C(NCCOCCOCCOCCOCCC(=O)NCCCNC(=O)C2=C3C=CC=C(C3=CC=C2)OC2=CC=C(C=N2)C(=O)O)C=CC(=C1)[N+](=O)[O-]